((3aS,4R,6R,7aS)-2,2,5,5-tetramethyltetrahydro-4,6-methanobenzo[d][1,3]dioxol-3a(4H)-yl)methyl 4-methylbenzenesulfonate CC1=CC=C(C=C1)S(=O)(=O)OC[C@@]12[C@@H](OC(O1)(C)C)C[C@@H]1C([C@H]2C1)(C)C